C1=NC=CC=2NC=3C=C(C=CC3C21)C=2C=CC(=NC2)OC2CC(C2)OC2CCN(CC2)CCN2CCN(CC2)C=2C=C1C(N(C(C1=CC2)=O)C2C(NC(CC2)=O)=O)=O 5-(4-(2-(4-((1r,3r)-3-((5-(5H-pyrido[4,3-b]indol-7-yl)pyridin-2-yl)oxy)cyclobutoxy)piperidin-1-yl)ethyl)piperazin-1-yl)-2-(2,6-dioxopiperidin-3-yl)isoindoline-1,3-dione